2-amino-N-((3S,4R)-3-hydroxytetrahydro-2H-pyran-4-yl)-3-methyl-N-((5-(trifluoromethyl)-2-pyridinyl)methyl)-6-quinolinecarboxamide NC1=NC2=CC=C(C=C2C=C1C)C(=O)N(CC1=NC=C(C=C1)C(F)(F)F)[C@H]1[C@@H](COCC1)O